O=C1NC(CCC1N1C(C2=CC=CC(=C2C1)C=1C=C(CNC(OC(C)(C)C)=O)C=C(C1)F)=O)=O tert-Butyl (3-(2-(2,6-dioxopiperidin-3-yl)-1-oxoisoindolin-4-yl)-5-fluorobenzyl)carbamate